C1=C(C=CC2=CC(=CC=C12)C(=O)[O-])C(=O)[O-].[Ce+3].C1=C(C=CC2=CC(=CC=C12)C(=O)[O-])C(=O)[O-].C1=C(C=CC2=CC(=CC=C12)C(=O)[O-])C(=O)[O-].[Ce+3] cerium 2,6-naphthalenedicarboxylate